4-chloro-1-ethyl-5-(4-ethyl-6-(3,3,3-trifluoro-2-methylpropyl)pyridin-3-yl)-1H-pyrazole-3-carboxylate ClC=1C(=NN(C1C=1C=NC(=CC1CC)CC(C(F)(F)F)C)CC)C(=O)[O-]